trans-4-(piperidin-1-ylmethyl)cyclohexanecarboxhydrazide N1(CCCCC1)C[C@@H]1CC[C@H](CC1)C(=O)NN